5-Amino-8-chloro-2-methyl-1H-pyrrolo[3,4-c]isoquinoline-1,3(2H)-dione NC1=NC2=C(C=3C=C(C=CC13)Cl)C(N(C2=O)C)=O